NC1=C(C2=C(S1)CC(C21CN(C1)C(=O)OC(C)(C)C)F)C#N tert-butyl 2-amino-3-cyano-5-fluoro-spiro[5,6-dihydrocyclopenta[b]thiophene-4,3'-azetidine]-1'-carboxylate